ClC1=CC(=CC(=N1)C1=CC(=NC=C1)C(=O)NC)[C@@H]1N(CCNC1)C1COC1 (S)-6-chloro-N-methyl-4-(1-(oxetan-3-yl)piperazin-2-yl)-[2,4'-bipyridine]-2'-carboxamide